6-(cyclopropanecarboxamido)-4-((2-methoxy-3-(5-methyl-1,2,4-oxadiazol-3-yl)phenyl)amino)-N-methylpyridazine-3-carboxamide C1(CC1)C(=O)NC1=CC(=C(N=N1)C(=O)NC)NC1=C(C(=CC=C1)C1=NOC(=N1)C)OC